C(C1=CC=CC=C1)OC1=CC=C(C=N1)S(=O)(=O)N1[C@@H](C2CC[C@H](C1)N2C(=O)OCCOC)C(=O)OCC 2-ethyl 8-(2-methoxyethyl) (2S,5R)-3-((6-(benzyloxy) pyridin-3-yl) sulfonyl)-3,8-diazabicyclo[3.2.1]octane-2,8-dicarboxylate